CN1C(N(C2=C1C=C(C=C2)N2CCC(CC2)CN2CCNCC2)C2C(NC(CC2)=O)=O)=O 3-[3-Methyl-2-oxo-5-[4-(piperazin-1-ylmethyl)-1-piperidyl]benzimidazol-1-yl]piperidine-2,6-dione